OC1(C=C(C=CC1(C(=O)O)C(=O)O)C1=CC=CC=C1)O 3,3-dihydroxy-4,4-biphenyl-dicarboxylic acid